1-benzyl-4-fluoro-4-(pyrrolidin-1-yl)-4,5-dihydrobenzol C(C1=CC=CC=C1)C=1C=CC(CC1)(N1CCCC1)F